F[C@]1([C@@H](O[C@@H]([C@H]1O)CO)N1C=C(C2=C1N=CN=C2N)F)C 7-[(2R)-2-deoxy-2-fluoro-2-methyl-β-D-erythro-pentofuranosyl]-5-fluoro-7H-Pyrrolo[2,3-d]pyrimidin-4-amine